C1(=CC(=CC=C1)C1CC=NN1C(=O)C12CC(C1)(C2)COC2=NC=C(C#N)C=C2)C 6-((3-(5-(m-tolyl)-4,5-dihydro-1H-pyrazole-1-carbonyl)-bicyclo[1.1.1]pentan-1-yl)-methoxy)nicotinonitrile